OCC1CC(C1)=O 3-(hydroxymethyl)cyclobutane-1-one